3-(2-amino-[1,2,4]triazolo[1,5-a]pyridin-7-yl)-N-(2,2-difluoro-3-(5-fluoropyridin-2-yl)-3-hydroxypropyl)-6-ethyl-2-fluorobenzamide NC1=NN2C(C=C(C=C2)C=2C(=C(C(=O)NCC(C(O)C3=NC=C(C=C3)F)(F)F)C(=CC2)CC)F)=N1